(5-((3-((tert-butyl(dimethyl)silyl)oxymethyl)phenoxy)methyl)-2-fluoro-phenyl)methanol [Si](C)(C)(C(C)(C)C)OCC=1C=C(OCC=2C=CC(=C(C2)CO)F)C=CC1